m-Dibromobenzene BrC1=CC(=CC=C1)Br